1,2-divinylcyclobutane C(=C)C1C(CC1)C=C